[5-Cyclopropyl-1-[(4-methoxyphenyl)methyl]pyrazol-3-yl]-[2-[4-(hydroxymethyl)-2-azabicyclo[2.2.1]heptan-2-yl]pyrimidin-4-yl]methanone C1(CC1)C1=CC(=NN1CC1=CC=C(C=C1)OC)C(=O)C1=NC(=NC=C1)N1C2CCC(C1)(C2)CO